ClC=1C=C2C(=NC(=NC2=C(C1C1=C2C(=NNC2=CC=C1C)C)F)OC[C@H]1N(CCOC1)C)N1C[C@H](N(C[C@@H]1C)C(C=C)=O)C 1-((2R,5S)-4-(6-chloro-7-(3,5-dimethyl-1H-indazol-4-yl)-8-fluoro-2-(((S)-4-methylmorpholin-3-yl)methoxy)quinazolin-4-yl)-2,5-dimethylpiperazin-1-yl)prop-2-en-1-one